2,2,2-Trifluoro-N-[4-(2-methoxyphenoxy)phenyl]-N-(3-pyridinylmethyl)ethanesulfonamide FC(CS(=O)(=O)N(CC=1C=NC=CC1)C1=CC=C(C=C1)OC1=C(C=CC=C1)OC)(F)F